1-[4-[[4-(cyclopropylamino)-5-(trifluoromethyl)pyrimidin-2-yl]amino]indazol-1-yl]-2-methyl-propan-2-ol C1(CC1)NC1=NC(=NC=C1C(F)(F)F)NC1=C2C=NN(C2=CC=C1)CC(C)(O)C